oxetane-3-carbaldehyde oxime O1CC(C1)C=NO